O-methyl-L-serine methyl ester hydrochloride Cl.COC([C@@H](N)COC)=O